(1S,2S)-N-(6-(5-chloro-7-(difluoromethyl)-6-fluoro-1H-indazol-4-yl)imidazo[1,2-a]pyrazin-2-yl)-2-fluorocyclopropane-1-carboxamide ClC=1C(=C2C=NNC2=C(C1F)C(F)F)C=1N=CC=2N(C1)C=C(N2)NC(=O)[C@H]2[C@H](C2)F